dimethylisobutene CC(=C(C)C)C